N-(4-{[(2R)-4-(morpholin-4-yl)-1-(phenylsulfanyl)butan-2-yl]amino}-3-(trifluoromethanesulfonyl)benzene-1-sulfonyl)benzamide N1(CCOCC1)CC[C@H](CSC1=CC=CC=C1)NC1=C(C=C(C=C1)S(=O)(=O)NC(C1=CC=CC=C1)=O)S(=O)(=O)C(F)(F)F